FC1=C(C=CC=C1)C1=NC=CC(=N1)NC1=NC(=NC=C1)NC1=CC=C(C=C1)N1CCC(CC1)NC N4-[2-(2-fluorophenyl)pyrimidin-4-yl]-N2-[4-[4-(methylamino)-1-piperidyl]phenyl]pyrimidine-2,4-diamine